BrC=1C=C2C(N(C(=NC2=C(C1)C)C1=NC=CC(=C1)C(F)(F)F)COCC[Si](C)(C)C)=O 6-bromo-8-methyl-2-(4-trifluoromethyl-pyridin-2-yl)-3-(2-trimethylsilyl-ethoxymethyl)-3H-quinazolin-4-one